O[C@H]1C[C@H]2C[C@H]([C@H]3[C@@H]4CC[C@H]([C@@H](CCCP(O)(=O)O)C)[C@]4([C@H](C[C@@H]3[C@]2(CC1)C)O)C)O 3α,7α,12α-trihydroxy-5β-cholane-24-phosphonic acid